NC1=NC=NN2C1=NC=C2C=2C=NN(C2)C=2C=C(C=CC2C)NC(C2=CC(=NC=C2)C(F)(F)F)=O N-(3-(4-(4-Aminoimidazo[2,1-f][1,2,4]triazin-7-yl)-1H-pyrazol-1-yl)-4-Methylphenyl)-2-(trifluoromethyl)isonicotinamide